COC=1C=C2C(=NC(=NC2=CC1OC)C)N[C@H](C)C1=CC(=CC=C1)C=1CCN(CC1)C 6,7-dimethoxy-2-methyl-N-{(1R)-1-[3-(1-methyl-1,2,3,6-tetrahydropyridin-4-yl)phenyl]ethyl}quinazolin-4-amine